2-[(tert-butyldiphenylsilyl)oxy]-6-(trimethylsilyl)hex-5-yn-3-ol [Si](C1=CC=CC=C1)(C1=CC=CC=C1)(C(C)(C)C)OC(C)C(CC#C[Si](C)(C)C)O